O[C@@H]1C[C@@H](CCC1)NC1=NC(=NC=C1C#N)NC1CCC(CC1)O 4-((1R,3S)-3-hydroxycyclohexylamino)-2-((1r,4R)-4-hydroxycyclohexylamino)pyrimidine-5-carbonitrile